methyl 4-((6s)-4-((5-methoxy-7-methyl-1-tosyl 1H-indol-4-yl)methyl)-2,5-dioxo-1,4-diazabicyclo[4.2.0]octan-3-yl)benzoate COC=1C(=C2C=CN(C2=C(C1)C)S(=O)(=O)C1=CC=C(C)C=C1)CN1C(C(N2CC[C@H]2C1=O)=O)C1=CC=C(C(=O)OC)C=C1